(1s,4s)-4-((4-chloro-2-(difluoromethoxy)phenyl)carbamoyl)-4-(2-isopropylphenyl)cyclohexane-1-carboxylic acid ClC1=CC(=C(C=C1)NC(=O)C1(CCC(CC1)C(=O)O)C1=C(C=CC=C1)C(C)C)OC(F)F